tert-butyl ((5-azido-7-(5-(3-cyanobenzo[b]thiophen-2-yl)-1-methyl-1H-pyrazol-4-yl)-4-oxo-3,4-dihydrophthalazin-1-yl)methyl)carbamate N(=[N+]=[N-])C1=C2C(NN=C(C2=CC(=C1)C=1C=NN(C1C1=C(C2=C(S1)C=CC=C2)C#N)C)CNC(OC(C)(C)C)=O)=O